(±)-1-(sec-butyl)-4-(3-methoxy-3-oxopropionylamino)-3-methyl-1H-pyrazole-5-carboxylic acid ethyl ester C(C)OC(=O)C1=C(C(=NN1[C@H](C)CC)C)NC(CC(=O)OC)=O |r|